4-amino-3,5,6-trichloropyridine-2-formic acid NC1=C(C(=NC(=C1Cl)Cl)C(=O)O)Cl